OC(=O)CCCCCCCCC.C(CCCCCCC)(=O)OCC(O)CO Glyceryl Caprylat Caprat